5-(3,5-dimethylisoxazol-4-yl)benzo[d]thiazol-2-amine CC1=NOC(=C1C=1C=CC2=C(N=C(S2)N)C1)C